3-Nitro-4-(prop-1-en-2-yl)benzoic acid methyl ester COC(C1=CC(=C(C=C1)C(=C)C)[N+](=O)[O-])=O